ClC=1C=C(C=C(C1OC=1C=C2CCN(C(C2=CC1)=O)C)Cl)N1N=C(C(NC1=O)=O)C#N 2-(3,5-dichloro-4-((2-methyl-1-oxo-1,2,3,4-tetrahydroisoquinolin-6-yl)oxy)benzeneYl)-3,5-dioxo-2,3,4,5-tetrahydro-1,2,4-triazine-6-carbonitrile